C(CCCCCCCCCCCCCCCCCCCCC)(=O)OCCCCCCCCCCC n-undecyl behenate